ClC=1C=C(C=C(C1)Cl)NC(=O)NC1=CC(=CC(=C1)Cl)Cl 1,3-bis(3,5-dichlorophenyl)urea